ClC=1C=C(C=CC1F)NC(N(CC(C)C)[C@@H](C)C1=CNC(C2=C(C=C(C=C12)F)F)=O)=O (S)-3-(3-chloro-4-fluorophenyl)-1-(1-(6,8-difluoro-1-oxo-1,2-dihydroisoquinolin-4-yl)ethyl)-1-isobutyl-urea